IC1=CC=C(C=N1)N1C=CC2=C1NC=C2 1-(6-iodopyridin-3-yl)-1H-pyrrolo[2,3-b]-pyrrole